Methyl-benzotriazole-d6 CC=1C(C2(C(N(N(N2[2H])[2H])[2H])=CC1)[2H])([2H])[2H]